4-Oxo-4-(thiazol-2-yl)butanoic acid tert-butyl ester C(C)(C)(C)OC(CCC(C=1SC=CN1)=O)=O